methyl-4-amino-1-(2-((2S,4R)-2-((3-chloro-2-fluorobenzyl)carbamoyl)-4-fluoropyrrolidin-1-yl)-2-oxoethyl)-1H-pyrrolo[2,3-b]pyridine CC1=CC=2C(=NC=CC2N)N1CC(=O)N1[C@@H](C[C@H](C1)F)C(NCC1=C(C(=CC=C1)Cl)F)=O